3-(Benzylthio)-3-(trimethylsilyl)-2,3-dihydro-1H-inden-1-one C(C1=CC=CC=C1)SC1(CC(C2=CC=CC=C12)=O)[Si](C)(C)C